N1N=CC(=C1)C1=NOC(=N1)C=1C=CC(=C(C#N)C1)NCC=C 5-(3-(1H-pyrazol-4-yl)-1,2,4-oxadiazol-5-yl)-2-(allyl-amino)benzonitrile